CC=1C=CC=C2NC(CN(C12)C(=O)OC(C)(C)C)=O 2-methylpropan-2-yl 8-methyl-3-oxo-1,2,3,4-tetrahydroquinoxaline-1-carboxylate